ClC=1C=C(OCCOCCC(=O)O)C=CC1C=1N(C2=NC=NC(=C2N1)OC1(CC1)C)CC1=CC(=CC=C1)Cl 3-(2-(3-chloro-4-(9-(3-chlorobenzyl)-6-(1-methylcyclopropoxy)-9H-purin-8-yl)phenoxy)ethoxy)propanoic acid